(S)-N-(7-chloro-6-(4-(4-hydroxy-3-methyltetrahydrofuran-3-yl)piperazin-1-yl)isoquinolin-3-yl)tetrahydrofuran-2-carboxamide ClC1=C(C=C2C=C(N=CC2=C1)NC(=O)[C@H]1OCCC1)N1CCN(CC1)C1(COCC1O)C